C1(=CC=C(C=C1)C=1C=C2C(=NC1)OC(=C2)C(=O)O)C2=CC=CC=C2 5-([1,1'-biphenyl]-4-yl)furo[2,3-b]pyridine-2-carboxylic acid